(3R,6S)-6-methyl-1-propionylpiperidine-3-carboxylic acid C[C@H]1CC[C@H](CN1C(CC)=O)C(=O)O